N=1C=CN2C1CN(CC2)C(CNC2=C(C#N)C(=CC(=N2)C)C(F)(F)F)=O 2-((2-(5,6-dihydroimidazo[1,2-a]pyrazin-7(8H)-yl)-2-oxoethyl)amino)-6-methyl-4-(trifluoromethyl)nicotinonitrile